BrC1=NN(C(=N1)N1C[C@H](CC1)F)C (S)-3-bromo-5-(3-fluoropyrrolidin-1-yl)-1-methyl-1H-1,2,4-triazole